3-methyl-2-(2-methylpyridin-3-yl)-1H-indol-5-carbonitrile CC1=C(NC2=CC=C(C=C12)C#N)C=1C(=NC=CC1)C